4-(4-fluorobenzo[d]thiazol-2-yl)-1,4,6,7-tetrahydro-5H-imidazo[4,5-c]pyridin FC1=CC=CC2=C1N=C(S2)C2NCCC1=C2N=CN1